(3S,3aR)-3-(aminomethyl)-7-[4-[6-chloro-4-[[(2S)-1,4-dioxan-2-yl]-difluoro-methyl]-2-pyridyl]piperazin-1-yl]sulfonyl-3a,4-dihydro-3H-oxazolo[4,3-c][1,4]benzoxazin-1-one NC[C@@H]1OC(N2[C@@H]1COC1=C2C=CC(=C1)S(=O)(=O)N1CCN(CC1)C1=NC(=CC(=C1)C(F)(F)[C@H]1OCCOC1)Cl)=O